CSC1=CC=CC2=NC3=CC=CC=C3N=C12 methylthiophenazine